isopropyl thioglycolate C(CS)(=O)OC(C)C